4-butanoylpiperidin C(CCC)(=O)C1CCNCC1